(S)-2-(8-(5-(1-(2-azaspiro[3.3]heptan-6-yl)piperidin-4-yl)pyrimidin-2-yl)-6,6a,7,8,9,10-hexahydro-5H-pyrazino[1',2':4,5]pyrazino[2,3-c]pyridazin-2-yl)phenol C1NCC12CC(C2)N2CCC(CC2)C=2C=NC(=NC2)N2C[C@H]1N(C=3C(=NN=C(C3)C3=C(C=CC=C3)O)NC1)CC2